C(C)OC(=O)C1=C(NC2=C(C=3C(C4=CC=CC=C4C(C3C(=C2F)F)=O)=O)F)C=CC=C1 2-(o-ethoxycarbonylanilino)-1,3,4-trifluoroanthraquinone